2,6-di-tert-butyl-4-(dimethylamino)-methyl-phenol C(C)(C)(C)C1=C(C(=CC(=C1C)N(C)C)C(C)(C)C)O